N[C@@H]1CN(CC1)C(=O)C=1N=C(C=2OCC3COCC(N3C2N1)C)C(C)(C)S(=O)(=O)C ((S)-3-amino-pyrrolidin-1-yl)-[(4bS,6R)-1-(1-methanesulfonyl-1-methyl-ethyl)-5-methyl-5,6,8a,9-tetrahydro-8H-7,10-dioxa-2,4,4b-triazaphenanthren-3-yl]-methanone